1-(bromoethynyl)-4-(methylsulfonyl)benzene BrC#CC1=CC=C(C=C1)S(=O)(=O)C